1-((6-chloro-4-fluoropyridin-3-yl)ethynyl)cyclobutan-1-ol ClC1=CC(=C(C=N1)C#CC1(CCC1)O)F